C1(CCC1)C[C@H](C(=O)N1CC2(CCCC2)[C@@](CC1)(O)CN1CC=C(C(=C1)C(=O)N1CCNCC1)C1=CC=CC=C1)C 1-(((R)-7-((R)-3-Cyclobutyl-2-methylpropanoyl)-10-hydroxy-7-azaspiro[4.5]decan-10-yl)methyl)-4-phenyl-5-(piperazin-1-carbonyl)pyridin